1-(2-((4-(5-(2-oxo-6-azaspiro[3.4]oct-6-yl)pyridin-3-yl)-1H-1,2,3-triazol-1-yl)methyl)imidazo[1,2-a]pyridin-6-yl)-N-((3-fluorobicyclo[1.1.1]pentan-1-yl)methyl)methylamine O=C1CC2(C1)CN(CC2)C=2C=C(C=NC2)C=2N=NN(C2)CC=2N=C1N(C=C(C=C1)CNCC13CC(C1)(C3)F)C2